6-Chloro-3-iodo-1-((2-(trimethylsilyl)ethoxy)methyl)-1H-pyrazolo[4,3-c]pyridine ClC1=CC2=C(C=N1)C(=NN2COCC[Si](C)(C)C)I